C(C)OC(=O)C1=C(C=2NC=3C=C(C=CC3C2N=C1)C#N)Cl 4-chloro-7-cyano-5H-pyrido[3,2-b]indole-3-carboxylic acid ethyl ester